tert-butyl ((1R,3S,5R)-3-amino-5-(difluoromethoxy)cyclohexyl)carbamate N[C@H]1C[C@H](C[C@@H](C1)OC(F)F)NC(OC(C)(C)C)=O